N-[(2-Amino-3-pyridyl)sulfonyl]-6-(3-fluoro-2-hydroxyphenyl)-2-[(4S)-2,2,4-trimethylpyrrolidin-1-yl]pyridin-3-carboxamid NC1=NC=CC=C1S(=O)(=O)NC(=O)C=1C(=NC(=CC1)C1=C(C(=CC=C1)F)O)N1C(C[C@@H](C1)C)(C)C